4,3-dihydropyran O1CCCC=C1